3-(methyl(4-(piperazin-1-yl)phenyl)amino)piperidine-2,6-dione hydrochloride Cl.CN(C1C(NC(CC1)=O)=O)C1=CC=C(C=C1)N1CCNCC1